S(OCCC)(O)(=O)=O Propyl Bisulfate